Ethyl-17-amino-6-benzyloxy-6,15-bis(trifluoromethyl)-19-oxa-3,4,13,18-tetrazatricyclo[12.3.1.12,5]nonadeca-1(18),2,4,9,14,16-hexaene-12-carboxylate C(C)OC(=O)C1CC=CCCC(C2=NN=C(C=3C(=CC(=C(N1)N3)C(F)(F)F)N)O2)(C(F)(F)F)OCC2=CC=CC=C2